C([C@H](O)[C@@H](O)C(=O)O)(=O)O dextrotartaric acid